2-[(3R)-3-methyl-[1,4'-bipiperidin]-1'-yl]-N-{[4-(trifluoromethyl)pyridin-2-yl]methyl}-1,3-thiazole-5-carboxamide C[C@H]1CN(CCC1)C1CCN(CC1)C=1SC(=CN1)C(=O)NCC1=NC=CC(=C1)C(F)(F)F